5-methyl-N-(4-phenylbutyl)benzamide CC=1C=CC=C(C(=O)NCCCCC2=CC=CC=C2)C1